C(C)OC=O.FC=1C=NC=CC1C(F)(F)F 3-fluoro-4-(trifluoromethyl)pyridine ethyl-formate